7'-((7H-pyrrolo[2,3-d]pyrimidin-4-yl)amino)-1'-ethyl-5'-methyl-spiro[cyclohexane-1,2'-pyrido[2,1-f][1,2,4]triazine]-4',8'(1'H,3'H)-dione hydrochloride Cl.N1=CN=C(C2=C1NC=C2)NC2=CC(=C1C(NC3(N(N1C2=O)CC)CCCCC3)=O)C